N(C(=O)C)C1CCC(CC1)C1=C(N(C=C1)S(N)(=O)=O)C(=O)O 3-(4-acetaminocyclohexyl)-1-sulfamoyl-pyrrole-2-carboxylic acid